C(C1=CC=CC=C1)SC1=CC=C(C=C1)NC([C@H](CC1=CC=CC=C1)NC(C1=CC=C(C=C1)F)=O)=O (S)-N-(1-(4-(Benzylthio)phenylamino)-1-oxo-3-phenylpropan-2-yl)-4-fluorobenzamide